N-[1-[3-(4-isopropylsulfanylpyrazol-1-yl)pyrazin-2-yl]ethyl]-3,5-bis(trifluoromethyl)benzamide C(C)(C)SC=1C=NN(C1)C=1C(=NC=CN1)C(C)NC(C1=CC(=CC(=C1)C(F)(F)F)C(F)(F)F)=O